COC(=O)C=1C=CC2=C(N(C(=N2)CN2CCC(CC2)OC2=NC(=CC=C2)CSC2=C(C=C(C=C2)C#N)F)CC2=CN=CN2CC)C1 2-((4-((6-((4-cyano-2-fluorophenylthio)methyl)pyridin-2-yl)oxy)piperidin-1-yl)methyl)-1-((1-Ethyl-1H-imidazol-5-yl)methyl)-1H-benzo[d]imidazole-6-carboxylic acid methyl ester